COC(=O)C=1C=CC2=C(N(C(=N2)CN2CCC(CC2)C2=NC(=CC=C2)OCC2=C(C(=CC=C2)C(C)=O)F)C[C@H]2OCC2)C1 (S)-2-((4-(6-((3-acetyl-2-fluorobenzyl)oxy)pyridin-2-yl)piperidine-1-yl)methyl)-1-(oxetan-2-ylmethyl)-1H-benzo[d]imidazole-6-carboxylic acid methyl ester